5-bromo-2-fluoro-pyridine BrC=1C=CC(=NC1)F